N-butyl-N-ethyl-N,N-dimethylammonium C(CCC)[N+](C)(C)CC